tert-butyl 9-(5-chloro-2-(((3s,4r)-3-hydroxytetrahydro-2H-pyran-4-yl) amino) pyrimidin-4-yl)-7-fluoro-3,4-dihydrobenzo[c][2,6]naphthyridine-2(1H)-carboxylate ClC=1C(=NC(=NC1)N[C@H]1[C@@H](COCC1)O)C1=CC2=C(N=CC=3CCN(CC23)C(=O)OC(C)(C)C)C(=C1)F